C1(=CC=CC=C1)C1(CC1)NC(C(C)(C)C)=O N-(1-phenylcyclopropyl)pivalamide